tert-butyl (S)-2-((7-((3-chloro-4-fluorobenzyl) oxy)-3,4-dihydroisoquinolin-2(1H)-yl) methyl)-1-((oxetan-2-yl) methyl)-1H-benzo[d]imidazole-6-carboxylate ClC=1C=C(COC2=CC=C3CCN(CC3=C2)CC2=NC3=C(N2C[C@H]2OCC2)C=C(C=C3)C(=O)OC(C)(C)C)C=CC1F